FC=1C=C(C=C(C1OC1=CC=NC2=CC(=CC=C12)OCCOC)F)C1=C(N=NC=C1)C(=O)N (3,5-difluoro-4-((7-(2-methoxyethoxy)quinolin-4-yl)oxy)phenyl)pyridazine-3-carboxamide